O1CCOC2=C1C=CC(=C2)S(=O)(=O)N2N=C1C(=C2)CN(C1)C([C@@H](CO)C1=CC=CC=C1)=O (2R)-1-[2-(2,3-dihydro-1,4-benzodioxine-6-sulfonyl)-2H,4H,5H,6H-pyrrolo[3,4-c]pyrazol-5-yl]-3-hydroxy-2-phenylpropan-1-one